8-(azetidin-1-yl)-3-chloro-2,4-dimethylpyrido[3',2':4,5]thieno[2,3-d]pyridazine N1(CCC1)C=1N=NC=C2C1SC1=C2C(=C(C(=N1)C)Cl)C